FC=1C=C(C=C(C1CI)F)NC([C@H](CCCNC(=O)N)NC(OCC1C2=CC=CC=C2C=2C=CC=CC12)=O)=O (9H-fluoren-9-yl)methyl (S)-(1-((3,5-difluoro-4-(iodomethyl)phenyl)amino)-1-oxo-5-ureidopentan-2-yl)carbamate